N-(5-(difluoromethoxy)-1H-pyrazol-3-yl)-6-(((2R,4S)-2-isopropylpiperidin-4-yl)oxy)pyrazin-2-amine trifluoroacetate FC(C(=O)O)(F)F.FC(OC1=CC(=NN1)NC1=NC(=CN=C1)O[C@@H]1C[C@@H](NCC1)C(C)C)F